methyl 3-amino-6-(benzyloxy)-5-(trifluoromethyl)picolinate NC=1C(=NC(=C(C1)C(F)(F)F)OCC1=CC=CC=C1)C(=O)OC